1-hydroxy-2,3-dihydroxymethyl-anthraquinone OC1=C(C(=CC=2C(C3=CC=CC=C3C(C12)=O)=O)CO)CO